C(=O)(O)C1(CCC1)C(=O)O Dicarboxy-cyclobutan